OC[C@H](C)NC(=O)C=1C(NN=C(C1)C1=NC=C(C=C1)C(F)(F)F)=O N-[(2S)-1-hydroxy-prop-2-yl]-3-oxo-6-[5-(trifluoromethyl)pyridin-2-yl]-2,3-dihydropyridazine-4-carboxamide